O[C@@H]1[C@H](CCC[C@H]1NC1=C(C=CC(=C1)C1=NN(C=N1)COCC[Si](C)(C)C)[N+](=O)[O-])NC(OC(C)(C)C)=O tert-butyl ((1S,2S,3R)-2-hydroxy-3-((2-nitro-5-(1-((2-(trimethylsilyl)ethoxy)methyl)-1H-1,2,4-triazol-3-yl)phenyl)amino)cyclohexyl)carbamate